tert-butyl (S)-2-((2-oxo-2-(p-tolyl)ethyl)carbamoyl)piperidine-1-carboxylate O=C(CNC(=O)[C@H]1N(CCCC1)C(=O)OC(C)(C)C)C1=CC=C(C=C1)C